C(CC)[Si](OC(C)(C)C)(C)CCC di(n-propyl)methyl(tert-butoxy)silane